O=C1NC(CCC1N1CC2=CC=C(C=C2C1=O)OC(N(C=1C=NC(=CC1)C(C(F)(F)F)O)C)=O)=O (2-(2,6-dioxopiperidin-3-yl)-3-oxoisoindolin-5-yl)methyl(6-(2,2,2-trifluoro-1-hydroxyethyl)pyridin-3-yl)carbamate